C1(CC1)C1=NC=NC(=C1C=1N=CC2=C(N1)C(=CN2)CC2=CC=C(C=C2)C=2N(C=C(N2)C(F)(F)F)C)OC(C)C 2-(4-cyclopropyl-6-isopropoxy-pyrimidin-5-yl)-7-[[4-[1-methyl-4-(trifluoromethyl)imidazol-2-yl]phenyl]methyl]-5H-pyrrolo[3,2-d]pyrimidine